BrC1=CC=C(C=C1)N1C(CCCC1=O)C(=O)O.FC1=CC=2C(=NN(N2)C2=C(C(=CC(=C2)C(C)(C)C2=CC=CC=C2)C(C)(C)C2=CC=CC=C2)O)C=C1 5-fluoro-2-(2-hydroxy-3,5-di-α-cumylphenyl)-2H-benzotriazole 1-(4-bromophenyl)-6-oxopiperidine-2-carboxylate